Nα-(L-valyl)-1-methyl-D-tryptophan hydrochloride Cl.N[C@@H](C(C)C)C(=O)N[C@H](CC1=CN(C2=CC=CC=C12)C)C(=O)O